C(#N)C1(CC1)NS(=O)(=O)C=1C=C2C(=NC(=NC2=C(C1)N1C[C@@H](N[C@H](C1)C)C)C)C=1N=NN(C1)C N-(1-cyanocyclopropyl)-8-((3S,5S)-3,5-dimethylpiperazin-1-yl)-2-methyl-4-(1-methyl-1H-1,2,3-triazol-4-yl)quinazoline-6-sulfonamide